N-{4-[2-(2-chloro-3-fluorophenyl)acetylamino]pyridin-2-yl}-N-[4-(difluoromethoxy)phenyl]acetamide ClC1=C(C=CC=C1F)CC(=O)NC1=CC(=NC=C1)N(C(C)=O)C1=CC=C(C=C1)OC(F)F